2-(3-(1,4-dioxaspiro[4.5]dec-8-yl)-1H-pyrrolo[2,3-c]pyridin-1-yl)-5-fluorobenzoic acid O1CCOC12CCC(CC2)C2=CN(C1=CN=CC=C12)C1=C(C(=O)O)C=C(C=C1)F